FC1(CC=2N(CC1)N=C(C2)C(=O)OCC)F ethyl 5,5-difluoro-4,5,6,7-tetrahydropyrazolo[1,5-a]pyridine-2-carboxylate